FC1=C(C=C(CC2=NNC(C3=CC=CC=C23)=O)C=C1)C(=O)N1C[C@H](CC1)NCC1=CC=NC=C1 (S)-4-(4-fluoro-3-(3-((pyridin-4-ylmethyl)amino)pyrrolidine-1-carbonyl)benzyl)phthalazin-1(2H)-one